C(C)OC=1C=C(C=2N(C1)N=C1C2C=NN1)C=1C=CC(=NC1)N1C[C@@H]([C@H](CC1)NC([O-])=O)O ((3S,4S)-1-(5-(6-ethoxy-1H-pyrazolo[3',4':3,4]pyrazolo[1,5-a]pyridine-4-yl)pyridin-2-yl)-3-hydroxypiperidin-4-yl)carbamate